ClC=1C(=NC=C(C1CC=O)Cl)C(C)O 2-[3,5-dichloro-2-(1-hydroxyethyl)-4-pyridyl]ethanone